FC1(C(CN(CC1)S(=O)(=O)C)CN(C1=NC(=NC(=C1)N1CC2(C(CC1)(F)F)CCCCC2)C(F)(F)F)C)F N-((4,4-difluoro-1-(methylsulfonyl)piperidin-3-yl)methyl)-6-(5,5-difluoro-2-azaspiro[5.5]undecan-2-yl)-N-methyl-2-(trifluoromethyl)pyrimidin-4-amine